PC(=O)O.PC(=O)O phosphinocarboxylic acid, phosphinocarboxylic acid salt